[N-](S(=O)(=O)C(F)(F)F)S(=O)(=O)C(F)(F)F.C(CC)[N+](CCCCC)(C)CCC N,N-dipropyl-N-methyl-N-pentylammonium bis(trifluoromethylsulfonyl)imide salt